C1=CC(=CC(=C1)C(=O)[O-])C(=O)CC[C@@H]2[C@H]([C@H](C(O2)O)O)O The molecule is a 5-oxo monocarboxylic acid anion that is the conjugate base of dehypoxanthine futalosine. It is a conjugate base of a dehypoxanthine futalosine.